C(C)(C)N1[C@@H](CCC1)COC=1N=C(C2=C(N1)CN(CC2)C2=CC=CC1=CC=CC=C21)N2CC(NCC2)CC#N 2-[4-[2-[[(2S)-1-isopropylpyrrolidin-2-yl]methoxy]-7-(1-naphthyl)-6,8-dihydro-5H-pyrido[3,4-d]pyrimidin-4-yl]piperazin-2-yl]acetonitrile